N2-(7-bromo-6-fluoro-1,3-benzodioxol-5-yl)-N4,6-dimethyl-pyrimidine-2,4-diamine BrC1=C(C(=CC2=C1OCO2)NC2=NC(=CC(=N2)NC)C)F